β-fructose OC[C@]1(O)[C@@H](O)[C@H](O)[C@H](O1)CO